ClC1=C(C(=O)N)C(=CC=C1OCCCC1=CC=NC=C1)[N+](=O)[O-] 2-chloro-6-nitro-3-(3-pyridin-4-yl-propoxy)-benzamide